The molecule is a sesterterpenoid that is 4-oxocyclohexa-1,5-diene-1-carboxylic acid carrying three additional methyl substituents at positions 2, 3 and 5 as well as farnsyl and hydroxy substituents at positions 3 and 6 respectively. An intermediate in the biosynthesis of terretonin. It has a role as an Aspergillus metabolite. It is a sesterterpenoid, a cyclic terpene ketone, an enol, an enone, a 3-hydroxy monocarboxylic acid, a 5-oxo monocarboxylic acid and an alpha,beta-unsaturated monocarboxylic acid. It is a conjugate acid of a (3R)-farnesyl-2,3,5-trimethyl-6-oxido-4-oxocyclohexa-1,5-diene-1-carboxylate. CC1=C(C(=C([C@@](C1=O)(C)C/C=C(\\C)/CC/C=C(\\C)/CCC=C(C)C)C)C(=O)O)O